S(=O)(C1=C(C=CC2=CC=CC=C12)O)C1=C(C=CC2=CC=CC=C12)O 1,1'-sulfinyl-bis(naphthalene-2-ol)